C(C)(C)N(C1=NC2=CC=CC=C2C(=N1)NCC=1C(=NC=CC1)C(F)(F)F)C N2-isopropyl-N2-methyl-N4-((2-(trifluoromethyl)pyridin-3-yl)methyl)quinazoline-2,4-diamine